4-{4-[(4'-chlorobiphenyl-2-yl)methyl]-4-fluoropiperidin-1-yl}-N-({3-nitro-4-[(tetrahydro-2H-pyran-4-ylmethyl)amino]phenyl}sulfonyl)-2-(1H-pyrrolo[2,3-b]pyridin-5-yloxy)benzamide ClC1=CC=C(C=C1)C1=C(C=CC=C1)CC1(CCN(CC1)C1=CC(=C(C(=O)NS(=O)(=O)C2=CC(=C(C=C2)NCC2CCOCC2)[N+](=O)[O-])C=C1)OC=1C=C2C(=NC1)NC=C2)F